7-((4-(methylsulfonyl)phenyl)amino)-2,6-naphthyridin CS(=O)(=O)C1=CC=C(C=C1)NC1=NC=C2C=CN=CC2=C1